(E)-4-(3-(4-methoxyphenyl)acryloyl)phenyl(3-(trimethoxysilyl)propyl)carbamate COC1=CC=C(C=C1)/C=C/C(=O)C1=CC=C(C=C1)N(C([O-])=O)CCC[Si](OC)(OC)OC